6-methylenedioxy-1H-indole C1OC2=CC=C3C=CNC3=C2O1